CC1=CC(=C(C=C1C)OC)C(=O)C 4,5-dimethyl-2-methoxyacetophenone